9-methoxy-7,7-dimethyl-3,4,7,8-tetrahydro-2H-cyclopenta[4,5]pyrrolo[1,2-a]pyrazin-1(6H)-one COC=1C2=C(N3C1C(NCC3)=O)CC(C2)(C)C